(R)-2-(((R)-1-tosyloxypropan-2-yl)oxy)propyl 4-methylbenzene-sulfonate CC1=CC=C(C=C1)S(=O)(=O)OC[C@@H](C)O[C@@H](COS(=O)(=O)C1=CC=C(C)C=C1)C